C(#N)[C@H]1N(CCC1)C(CN1C[C@H](CC1)NC(=O)C1=NC2=CC=CC=C2C=C1)=O N-((S)-1-(2-((S)-2-cyanopyrrolidin-1-yl)-2-oxoethyl)pyrrolidin-3-yl)quinoline-2-carboxamide